O1C(CCC1)C1=C(C=NC=2N1N=CC2)C(=O)OCC Ethyl 7-(tetrahydrofuran-2-yl)pyrazolo[1,5-a]pyrimidine-6-carboxylate